C1[Te]C=CC2=CC=CC=C12 Isotellurochromene